C1(CC1)N1C(=NC(=C1)C(F)(F)F)C1=C(C=C(C=C1)CC=1C(NC2=C(C(=NC=C2C1)C=1C(=NC=NC1OC)C1CC1)F)=O)OC ({4-[1-cyclopropyl-4-(trifluoromethyl)imidazol-2-yl]-3-methoxyphenyl}methyl)-7-(4-cyclopropyl-6-methoxypyrimidin-5-yl)-8-fluoro-1,6-naphthyridin-2-one